NC(CN(CCC(C(C)C)N1CC2(C1)CN(CC2)C=2N=CN=NC2OC2=C(C(=O)N(C(C)C)CC)C=C(C=C2)F)C)=O 2-((5-(2-(1-((2-amino-2-oxoethyl)(methyl)amino)-4-methylpentan-3-yl)-2,6-diazaspiro[3.4]octan-6-yl)-1,2,4-triazin-6-yl)oxy)-N-ethyl-5-fluoro-N-isopropylbenzamide